6-bromo-4-((4-methoxypyridin-3-yl)(tetrahydro-2H-pyran-4-yl)methyl)-1-methyl-1,4-dihydropyrazolo[3',4':4,5]pyrrolo[3,2-b]pyridine-3-carboxylic acid methyl ester COC(=O)C1=NN(C2=C1N(C=1C2=NC=C(C1)Br)C(C1CCOCC1)C=1C=NC=CC1OC)C